C1(=CC=CC2=CC=CC=C12)C1=CC(=CC2=NN(N=C21)C2=CC=C(C=C2)Cl)C2=CC=CC1=CC=CC=C21 4,6-bis(naphthalen-1-yl)-2-(4-chlorophenyl)-2H-benzotriazole